FC=1C=C(C=CC1)CCNC1=NC(=NC=C1C(=O)N)NC=1C=NN(C1)C 4-[(3-fluorophenyl-ethyl)amino]-2-[(1-methyl-1H-pyrazol-4-yl)amino]pyrimidin-5-carboxamide